(E)-4-((2-(4-((E)-1-(1H-indazol-5-yl)-2-phenylbut-1-en-1-yl)phenoxy)ethyl)amino)-N-methyl-N-propylbut-2-enamide N1N=CC2=CC(=CC=C12)\C(=C(/CC)\C1=CC=CC=C1)\C1=CC=C(OCCNC/C=C/C(=O)N(CCC)C)C=C1